((1R,5S,6s)-3-(5-(6-ethoxy-1H-pyrazolo[3',4':3,4]pyrazolo[1,5-a]pyridin-4-yl)pyridin-2-yl)-3-azabicyclo[3.1.0]hexane-6-yl)methylamine hydrochloride Cl.C(C)OC=1C=C(C=2N(C1)N=C1C2C=NN1)C=1C=CC(=NC1)N1C[C@@H]2C([C@@H]2C1)CN